C(C1=CC=CC=C1)OC(=O)N1CCC(CC1)OC(C(=O)OCC)(C)C 4-((1-ethoxy-2-methyl-1-oxopropan-2-yl)oxy)piperidine-1-carboxylic acid benzyl ester